palmitoleic acid oxide C(CCCCCCCC1C(CCCCCC)O1)(=O)O